C1(CC1)C1=CC=C(C=C1)[C@@H]1CCC2=NN(C(N21)=O)C21CC(C2)(C1)F (S)-5-(4-cyclopropylphenyl)-2-(3-fluorobicyclo[1.1.1]pentan-1-yl)-2,5,6,7-tetrahydro-3H-pyrrolo[2,1-c][1,2,4]triazol-3-one